FC(S(=O)(=O)OC=1CCOC(C1)C1COCC1)(F)F 6-(tetrahydrofuran-3-yl)-3,6-dihydro-2H-pyran-4-yl trifluoromethanesulfonate